(2H-1,3-Benzodioxol-5-yl)-4-(4-bromo-2-oxo-2,3-dihydro-1H-1,3-benzodiazol-1-yl)piperidine-1-carboxamide O1COC2=C1C=CC(=C2)C2N(CCC(C2)N2C(NC1=C2C=CC=C1Br)=O)C(=O)N